F[C@H]1CN(CC[C@@H]1OC=1C=C2C(=NC=NC2=CC1OC)C=1C(=NN(C1)C)C1=CC=CC=C1)C 6-(((3S,4S)-3-fluoro-1-methylpiperidin-4-yl)oxy)-7-methoxy-4-(1-methyl-3-phenyl-1H-pyrazol-4-yl)quinazoline